(S)-2-(3,3-dimethyl-4-((S)-6-oxopiperidine-3-carbonyl)piperazin-1-yl)-N-(5-(4-fluorophenoxy)pyridin-2-yl)propanamide CC1(CN(CCN1C(=O)[C@@H]1CNC(CC1)=O)[C@H](C(=O)NC1=NC=C(C=C1)OC1=CC=C(C=C1)F)C)C